tert-butyl (R)-(1-(4-(4,4,5,5-tetramethyl-1,3,2-dioxaborolan-2-yl)phenyl)ethyl)carbamate CC1(OB(OC1(C)C)C1=CC=C(C=C1)[C@@H](C)NC(OC(C)(C)C)=O)C